6-Amino-5-chloro-2-methoxy-N-((1-morpholinocycloheptyl)methyl)nicotinamid NC1=NC(=C(C(=O)NCC2(CCCCCC2)N2CCOCC2)C=C1Cl)OC